C[C@@]12CCC/C(/[C@@H]2CC[C@@H]1[C@@H](CN1C[C@@H](CC1)C)C)=C\C=C1C[C@H](C[C@@H](C1)O)O (1R,3R)-5-(2-((1R,3aS,7aR,E)-7a-methyl-1-((S)-1-((R)-3-methylpyrrolidin-1-yl)propan-2-yl)octahydro-4H-inden-4-ylidene)ethylidene)cyclohexane-1,3-diol